2-(2-Cyclobutoxyphenyl)-2-((R)-3-(4-(5,6,7,8-tetrahydro-1,8-naphthyridin-2-yl)butoxy)pyrrolidin-1-yl)acetic acid C1(CCC1)OC1=C(C=CC=C1)C(C(=O)O)N1C[C@@H](CC1)OCCCCC1=NC=2NCCCC2C=C1